(E)-methyl-5-(4-(2-(aziridin-1-yl) ethoxy) phenyl)-5-(4-bromophenyl)-4-phenylpent-4-enoate COC(CC/C(=C(\C1=CC=C(C=C1)Br)/C1=CC=C(C=C1)OCCN1CC1)/C1=CC=CC=C1)=O